1-(7-Methoxyindolin-1-yl)-2-(2-(phenoxymethyl)thiazol-4-yl)ethan-1-one COC=1C=CC=C2CCN(C12)C(CC=1N=C(SC1)COC1=CC=CC=C1)=O